NC1(COC1)C1=C(C=C(C=C1)CC(=O)OCC)C 2-Ethyl 2-(4-(3-aminooxetan-3-yl)-3-methylphenyl)acetate